(S,2S)-N'-((5-(2-methoxypyridin-4-yl)-2,3-dihydro-1H-inden-4-yl)carbamoyl)-2-methyl-2,3-dihydropyrazolo[5,1-b]oxazole-7-sulfonimidamide COC1=NC=CC(=C1)C=1C(=C2CCCC2=CC1)NC(=O)N=[S@@](=O)(N)C=1C=NN2C1O[C@H](C2)C